C=1N=CN2C1C(=NC=C2)N2CCC1(CN(C(N1)=O)CCN1C(C3=CC=CC=C3C1=O)=O)CC2 2-(2-(8-(imidazo[1,5-a]pyrazin-8-yl)-2-oxo-1,3,8-triazaspiro[4.5]decan-3-yl)ethyl)isoindoline-1,3-dione